FC=1C=CC(=C(C1)C(C)N(C1=NC=2N(C=C1)N=CC2C=2C=NNC2)C)OC N-(1-(5-fluoro-2-methoxyphenyl)ethyl)-N-methyl-3-(1H-pyrazol-4-yl)pyrazolo[1,5-a]pyrimidin-5-amine